The molecule is a disaccharide consisting of beta-D-galactopyranose and D-glucitol joined by a 1->4 glycosidic bond. It is used as a laxative, as an excipient, and as replacement bulk sweetener in some low-calorie foods. It has a role as a laxative, an excipient and a cathartic. C([C@@H]1[C@@H]([C@@H]([C@H]([C@@H](O1)O[C@H]([C@@H](CO)O)[C@@H]([C@H](CO)O)O)O)O)O)O